C(C)(C)(C)NCC(CNC(C)(C)C)O 1,3-di-tert-butylamino-2-propanol